methyl 1-(3-aminopropyl)-3-(trifluoromethyl)-1H-pyrazole-5-carboxylate NCCCN1N=C(C=C1C(=O)OC)C(F)(F)F